C(C)(C)(C)OC(=O)N1C[C@@H](CCC1)N1C(N(CC1)C)=O (R)-3-(3-methyl-2-oxoimidazolidin-1-yl)piperidine-1-carboxylic acid tert-butyl ester